ClC1=C(C=CC=C1)C(=O)N1B(C2=C(C=N1)C=C(C=C2)C2=C(C=CC=C2)OC)O (2-chlorophenyl)-[1-hydroxy-6-(2-methoxyphenyl)-2,3,1-benzodiazaborinin-2-yl]methanone